n-Butyltriethoxysilane CCCC[Si](OCC)(OCC)OCC